FC=1C(=NC(=NC1)NC=1C=NC(=CC1)CN1CCN(CC1)C)C1=CC2=C(N=C3N2C(CCC3)C)C(=C1)F 5-Fluoro-4-(6-fluoro-1-methyl-1,2,3,4-tetrahydrobenzo[4,5]imidazo[1,2-a]pyridin-8-yl)-N-(6-((4-methylpiperazin-1-yl)methyl)pyridin-3-yl)pyrimidin-2-amin